4-(5-(thien-3-yl)-5-(trifluoromethyl)-4,5-dihydroisoxazol-3-yl)benzoic acid S1C=C(C=C1)C1(CC(=NO1)C1=CC=C(C(=O)O)C=C1)C(F)(F)F